1-amino-2-methylprop-an-2-ol NCC(C)(O)C